The molecule is a member of the class of benzimidazoles that is 1-methyl-1H-benzimidazole which is substituted at positions 4, 5, and 6 by fluorine, (4-bromo-2-chlorophenyl)amino, and N-(2-hydroxyethoxy)aminocarbonyl groups, respectively. It is a MEK1 and MEK2 inhibitor. It has a role as an EC 2.7.11.24 (mitogen-activated protein kinase) inhibitor, an antineoplastic agent and an anticoronaviral agent. It is a member of benzimidazoles, a hydroxamic acid ester, a member of monochlorobenzenes, a member of bromobenzenes, an organofluorine compound and a secondary amino compound. CN1C=NC2=C1C=C(C(=C2F)NC3=C(C=C(C=C3)Br)Cl)C(=O)NOCCO